C(C=C)OC(=O)NC=1C(=CC(=C(OCCCCCC(=O)OCC)C1)OC)C(=O)N1[C@@H](CCCC1)CO ethyl (S)-6-(5-(((allyloxy)carbonyl)amino)-4-(2-(hydroxymethyl)-piperidine-1-carbonyl)-2-methoxyphenoxy)hexanoate